FC=1C=C(C=CC1)C=1C=NC(=NC1)NC=1C=C(C(=O)N[C@H]2[C@@H](C2)C2=CC=CC=C2)C=CC1 3-{[5-(3-fluorophenyl)pyrimidin-2-yl]amino}-N-[(1R,2S)-2-phenylcyclopropyl]benzamide